2-(2,5-difluoro-4-((5-(isoquinolin-6-yl)-2H-tetrazol-2-yl)methyl)phenyl)-5-(difluoromethyl)-1,3,4-oxadiazole FC1=C(C=C(C(=C1)CN1N=C(N=N1)C=1C=C2C=CN=CC2=CC1)F)C=1OC(=NN1)C(F)F